acryloyloxypropyl-triethyl-ammonium bromide [Br-].C(C=C)(=O)OCCC[N+](CC)(CC)CC